FC1(CC(CC1)CN1N(C=C(C1)C(F)(F)F)C1=CC(=CC=C1)S(N)(=O)=O)F 2-[(3,3-difluorocyclopentyl)methyl]-N-(3-sulfamoylphenyl)-4-(trifluoromethyl)pyrazole